FC1=CC=C(OC2=CC=C(C=C2)C=2NC=3N(N=CC3C3CCN(CC3)C#CC)C2C(=O)N)C=C1 2-(4-(4-fluorophenoxy)phenyl)-7-(1-propynylpiperidin-4-yl)-1H-imidazo[1,2-b]pyrazole-3-carboxamide